di(2-hexyloxyethyl) adipate C(CCCCC(=O)OCCOCCCCCC)(=O)OCCOCCCCCC